C(C1=CC=CC=C1)OC(=O)N[C@@H](CCCC)C(=O)O |r| N-benzyloxycarbonyl-dl-norleucine